2,3,7,8-tetrafluorothianthrene 5-oxide FC1=CC=2SC3=CC(=C(C=C3S(C2C=C1F)=O)F)F